C(#N)/C(/C(=O)O)=C/C1=CC=C(C=C1)\C=C\C(=O)C=1C(OC2=CC(=CC=C2C1)N1CCN(CC1)C(=O)OCC)=O (Z)-2-cyano-3-(4-((E)-3-(7-(4-(ethoxycarbonyl)piperazin-1-yl)-2-oxo-2H-chromen-3-yl)-3-oxoprop-1-en-1-yl)phenyl)acrylic acid